CC(=CCC/C(=C/CC/C(=C/CC/C(=C/CC/C(=C/CC/C(=C/CC/C(=C/CC/C(=C/CC/C(=C/CC/C(=C/CC/C(=C/COP(=O)([O-])[O-])/C)/C)/C)/C)/C)/C)/C)/C)/C)/C)C The molecule is dianion of undecaprenyl phosphate arising from deprotonation of the phosphate OH groups; major species at pH 7.3. It is a conjugate base of an undecaprenyl dihydrogen phosphate.